6-(1-(3-chloropyridin-2-yl)-3-(2,2,2-trifluoroethoxy)-1H-pyrazole-5-carboxamido)-N-(cyanomethyl)-5-methylpyrazolo[1,5-a]pyridine-7-carboxamide ClC=1C(=NC=CC1)N1N=C(C=C1C(=O)NC=1C(=CC=2N(C1C(=O)NCC#N)N=CC2)C)OCC(F)(F)F